1,3-dimethylpyridinium acetate C(C)(=O)[O-].C[N+]1=CC(=CC=C1)C